Cl.NC/C(/CN1N=CN(C1=O)C1=NC(=CC=C1)C1=CC=C(C=C1)C1=NOC(=N1)C1CC1)=C\F 2-[(2E)-2-(aminomethyl)-3-fluoroprop-2-en-1-yl]-4-{6-[4-(5-cyclopropyl-1,2,4-oxadiazol-3-yl)phenyl]pyridin-2-yl}-2,4-dihydro-3H-1,2,4-triazol-3-one hydrochloride